C(CCC[N+]1=C2C(=CC=C1)CCC2)[N+]2=C1C(=CC=C2)CCC1 1,1'-(butane-1,4-diyl)bis(6,7-dihydro-5H-cyclopenta[b]pyridin-1-ium)